C(=O)C1=CC=C(O1)C=1C=C(C=CC1)NC(C)=O N-[3-(5-FORMYL-2-FURYL)PHENYL]ACETAMIDE